C(C1=CC=CC=C1)(=O)C1=NC2=CC=CC=C2C(N1)=O 2-benzoylquinazolin-4(3H)-one